O[C@H]1CC[C@@]2([C@H]3CC[C@@]4([C@H](CC[C@H]4[C@@H]3CC[C@H]2C1)[C@@H](CCC(=O)NC1=CC=NC=C1)C)C)C (R)-4-((3S,5S,8R,9S,10S,13R,14S,17R)-3-hydroxy-10,13-dimethylhexadecahydro-1H-cyclopenta[a]phenanthren-17-yl)-N-(pyridin-4-yl)pentanamide